CC=1C(=NOC1C)N 4,5-dimethyl-isoxazolamine